4-Chloro-2-(6-methoxypyrimidin-4-yl)aniline 1,1,3,3-tetramethylbutyl-peroxypivalate CC(CC(C)(C)C)(C)CC(C(=O)OO)(C)C.ClC1=CC(=C(N)C=C1)C1=NC=NC(=C1)OC